thiobis-phthalimide S(C1=C2C(C(=O)NC2=O)=CC=C1)C1=C2C(C(=O)NC2=O)=CC=C1